COC=1C=C(C=CC1OC)C(N1CCN(CC1)C(=O)OC(C)(C)C)C1=CC(=C(C=C1)OC)OC tert-butyl 4-(bis(3,4-dimethoxyphenyl)methyl)piperazine-1-carboxylate